COC(=O)C1C(N(N=C(C1)C1=CC=C(C=C1)Cl)C=1C=NN(C1)C([2H])([2H])[2H])=O 6-(4-chlorophenyl)-2-(1-(methyl-d3)-1H-pyrazol-4-yl)-3-oxo-2,3,4,5-tetrahydropyridazine-4-carboxylic acid methyl ester